(4R)-3-{5-[6-({2-[(1S,4S)-5-ethyl-2,5-diazabicyclo[2.2.1]heptan-2-yl]-6-methylpyrimidin-4-yl}amino)-[1,3]thiazolo[5,4-c]pyridin-2-yl]pyridin-3-yl}-4-methyl-1,3-oxazolidin-2-one C(C)N1[C@@H]2CN([C@H](C1)C2)C2=NC(=CC(=N2)NC2=CC1=C(C=N2)SC(=N1)C=1C=C(C=NC1)N1C(OC[C@H]1C)=O)C